FC(C1=NC=CC=C1COC=1C=CC2=C(C(=C(O2)C)C(=O)NC2(C(NCCC2)=O)CO)C1)F 5-((2-(Difluoromethyl)pyridin-3-yl)methoxy)-N-(3-(hydroxymethyl)-2-oxopiperidin-3-yl)-2-methylbenzofuran-3-carboxamide